(S)-5-(2-((2-chloro-6-fluorophenyl)amino)-2-oxoacetyl)-N-((S)-3-oxo-1-((S)-2-oxo-pyrrolidin-3-yl)-4-(trifluoromethoxy)-butan-2-yl)-5-azaspiro[2.4]heptane-6-carboxamide ClC1=C(C(=CC=C1)F)NC(C(=O)N1CC2(CC2)C[C@H]1C(=O)N[C@@H](C[C@H]1C(NCC1)=O)C(COC(F)(F)F)=O)=O